3-aminobenzene-sulfonamide NC=1C=C(C=CC1)S(=O)(=O)N